2-{[2-(4-{[(2R)-1-(dimethylamino)propan-2-yl]oxy}pyridin-2-yl)-5H,6H,7H-cyclopenta[d]pyrimidin-4-yl](methyl)amino}-N-[1-(trifluoromethyl)cyclopropyl]acetamide CN(C[C@@H](C)OC1=CC(=NC=C1)C=1N=C(C2=C(N1)CCC2)N(CC(=O)NC2(CC2)C(F)(F)F)C)C